N=1NC=C2C1NCNC2 2,4,5,7-tetrahydro-pyrazolo[3,4-d]pyrimidin